5-chloro-2-fluoro-4-({4-[(3R)-pyrrolidin-3-ylamino]butyl}amino)-N-1,3-thiazol-2-ylbenzenesulfonamide ClC=1C(=CC(=C(C1)S(=O)(=O)NC=1SC=CN1)F)NCCCCN[C@H]1CNCC1